C1(CC1)CN[C@@H]1CN(CC1)C1=CC=C(N=N1)C1=C(C=C(C=C1)C1=NC=NC(=C1)OC)O 2-{6-[(3S)-3-[(cyclopropylmethyl)amino]pyrrolidin-1-yl]pyridazin-3-yl}-5-(6-methoxypyrimidin-4-yl)phenol